C(C1=CC=CC=C1)SC=CC(=O)N(C)C 3-(Benzylthio)-N,N-dimethylacrylamide